FC=1C(=NC(=NC1)NC1=CC=C(C=C1)OCCOC)NC=1C=C(C=CC1)NC(\C=C\CN1C[C@@H](CC1)O)=O (R,E)-N-(3-(5-fluoro-2-(4-(2-methoxyethoxy)phenylamino)pyrimidin-4-ylamino)phenyl)-4-(3-hydroxypyrrolidin-1-yl)but-2-enamide